ClC1=C(C=C(C=C1)C1=CC(=NN1CC1=CC=C(C=C1)C)C(=O)N[C@H]1[C@]2(CC[C@@H](C1(C)C)C2)C)C 5-(4-chloro-3-methylphenyl)-1-[(4-methylphenyl)methyl]-N-[(1S,2S,4R)-1,3,3-trimethylbicyclo[2.2.1]heptan-2-yl]-1H-pyrazole-3-carboxamide